1-(2E,4E-octadecadienoyl)-sn-glycero-3-phosphocholine CCCCCCCCCCCCC/C=C/C=C/C(=O)OC[C@H](COP(=O)([O-])OCC[N+](C)(C)C)O